dibromopropionamidine diisethionate S(=O)(=O)(O)CCO.S(=O)(=O)(O)CCO.BrC(C(=N)N)(C)Br